C(C1=CC=CC=C1)OC1=C(N(N=C1C)CC)C=1OC(=CN1)CNC(OC(C)(C)C)=O tert-butyl N-[[2-(4-benzyloxy-2-ethyl-5-methyl-pyrazol-3-yl)oxazol-5-yl]methyl]carbamate